furan-3,5-dicarboxylic chloride O1C=C(C=C1C(=O)Cl)C(=O)Cl